Cl.COC1=C(C=CC(=C1)C(F)(F)F)[C@@H]1CNCCC1 (R)-3-(2-methoxy-4-(trifluoromethyl)phenyl)piperidine hydrochloride